C1(=CC=CC=C1)SC1=CC=2C(C3=CC=CC=C3C2C=C1)(C)C 2-(phenylthio)-9,9-dimethylfluorene